indancarboxylate C1(CCC2=CC=CC=C12)C(=O)[O-]